N-(3-fluoro-4,7-dimethyl-8-oxo-7-(2-oxoethoxy)-5,6,7,8-tetrahydro-naphthalen-1-yl)acetamide FC=1C=C(C=2C(C(CCC2C1C)(OCC=O)C)=O)NC(C)=O